Racemic-1-(5-fluoro-3-methylbenzofuran-2-yl)-2-methylpropan-1-amine FC=1C=CC2=C(C(=C(O2)[C@@H](C(C)C)N)C)C1 |r|